3-(2,4-dimethoxypyrimidin-5-yl)-5-(4-(trifluoromethyl)-1H-pyrazol-1-yl)pyridazine COC1=NC=C(C(=N1)OC)C=1N=NC=C(C1)N1N=CC(=C1)C(F)(F)F